C(CCC)[P+](CCCS(=O)(=O)[O-])(CCCC)CCCC.FC1=C(C(=CC=C1)O)C(\C=C\C1=CC=C(C=C1)OC)=O (E)-1-(2-fluoro-6-hydroxyphenyl)-3-(4-methoxyphenyl)prop-2-en-1-one 3-(tributylphosphonio)propane-1-sulfonate